ClC1=C(C(=CC(=C1)N[C@@H]1C(NC(CC1)=O)=O)F)N1CCC(CC1)(O)CC(=O)[O-] 2-[1-[2-chloro-4-[[(3S)-2,6-dioxo-3-piperidyl]amino]-6-fluoro-phenyl]-4-hydroxy-4-piperidyl]acetate